phenyl-2,3,4-trihydroxybenzoate C1(=CC=CC=C1)OC(C1=C(C(=C(C=C1)O)O)O)=O